C1(CC1)CC(\C=C/C(=O)OCC)=O ethyl (2Z)-5-cyclopropyl-4-oxopent-2-enoate